NC12CC(C1)(C2)C(=O)NC=2C(=CC=1N=CN=C(C1N2)C=2C(=NN(C2)C)C2=CC=CC=C2)OC 3-amino-N-(7-methoxy-4-(1-methyl-3-phenyl-1H-pyrazol-4-yl)pyrido[3,2-d]pyrimidin-6-yl)bicyclo[1.1.1]pentane-1-carboxamide